ClC1=C(C=C(OCCCN2C(=C(C(=C2C)S(=O)(=O)C2=CC=C(C=C2)OC2=CC=CC=C2)C)C(=O)O)C=C1C)C 1-(3-(4-Chloro-3,5-dimethylphenoxy)propyl)-3,5-dimethyl-4-((4-phenoxyphenyl)sulfonyl)-1H-pyrrole-2-carboxylic acid